5,11-dimethyl-5,11-dihydro-6H-benzo[e]pyrimido[5,4-b][1,4]diazepin-6-one, hydrochloride salt Cl.CN1C2=C(N(C3=C(C1=O)C=CC=C3)C)N=CN=C2